FC1=C(C=C(C=C1)F)C(CC#C[Si](C(C)C)(C(C)C)C(C)C)N1C(C2=CC=CC(=C2C1)F)=O 2-(1-(2,5-Difluorophenyl)-4-(triisopropylsilyl)but-3-yn-1-yl)-4-fluoroisoindolin-1-one